6-chloro-5-(2,6-difluorophenyl)-7-methyl-1,3-dihydro-1,4-benzodiazepin-2-one hydrazone ClC1=C(C=CC2=C1C(=NCC(N2)=NN)C2=C(C=CC=C2F)F)C